[Se].[Sn]=[Te].[Pb] lead tin telluride selenium